(S)-3-(1-(3-bromophenyl)ethylthio)-4-methyl-4H-1,2,4-triazole BrC=1C=C(C=CC1)[C@H](C)SC1=NN=CN1C